COC(=O)C1=CN(C(C=C1OS(=O)(=O)CC1=CC=CC=C1)=O)C1(CC1)C(F)F 1-(1-(difluoromethyl)Cyclopropyl)-6-oxo-4-(toluenesulfonyloxy)-1,6-dihydropyridine-3-carboxylic acid methyl ester